tert-butyl 3-((6-((4,4-difluorocyclohexyl)amino)-2-(3-methyl-1H-pyrazol-1-yl)pyrimidin-4-yl)oxy)azetidine-1-carboxylate FC1(CCC(CC1)NC1=CC(=NC(=N1)N1N=C(C=C1)C)OC1CN(C1)C(=O)OC(C)(C)C)F